(S,3R)-N'-(((S)-3-(methoxymethyl)-1,2,3,5,6,7-hexahydro-s-indacen-4-yl)carbamoyl)-3-methyl-2,3-dihydropyrazolo[5,1-b]oxazole-7-sulfonimidamide COC[C@H]1CCC2=CC=3CCCC3C(=C12)NC(=O)N=[S@@](=O)(N)C=1C=NN2C1OC[C@H]2C